ClC1=CC=CC(=C1C1=CC(=CC=C1Cl)N)N 6,6'-dichloro-2,3'-diaminobiphenyl